4-[2-chloro-6-(diethylamino)-9H-purinyl]methyl-benzoic acid methyl ester COC(C1=CC=C(C=C1)CN1C2=NC(=NC(=C2N=C1)N(CC)CC)Cl)=O